4-(2,4-dihydroxy-5-isopropylphenylsulfanylamino)phenethylcarbamic acid tert-butyl ester C(C)(C)(C)OC(NCCC1=CC=C(C=C1)NSC1=C(C=C(C(=C1)C(C)C)O)O)=O